COC(=O)C=1C=C2C(=CNC2=CC1)C(C(=O)NC1C(N(CC1)C1=C(C=C(C=C1)C)Cl)=O)=O 3-(2-((1-(2-Chloro-4-methylphenyl)-2-oxopyrrolidin-3-yl)amino)-2-oxoacetyl)-1H-indole-5-carboxylic acid methyl ester